C(C)(C)(C)C1=NNC(=C1)NC(NC1=CC=C(C=C1)N1C=NC2=C1C=CC(=C2)OCCCCCCC(=O)NC2=C1CN(C(C1=CC=C2)=O)C2C(NC(CC2)=O)=O)=O 7-((1-(4-(3-(3-(tert-butyl)-1H-pyrazol-5-yl)ureido)phenyl)-1H-benzo[d]imidazol-5-yl)oxy)-N-(2-(2,6-dioxopiperidin-3-yl)-1-oxoisoindol-4-yl)heptanamide